1-(2-(3-chloro-5-(trifluoromethyl)benzyl)pyridin-4-yl)-1,5,6,7-tetrahydro-4H-pyrazolo[4,3-c]pyridin ClC=1C=C(CC2=NC=CC(=C2)N2N=CC=3CNCCC32)C=C(C1)C(F)(F)F